FC=1C(=C(\C=N\NC(C)=O)C=C(C1)\C=C\C1=CC=C(C=C1)N1CCCC1)O N'-((E)-3-fluoro-2-hydroxy-5-((E)-4-(pyrrolidin-1-yl)styryl)benzylidene)acetohydrazide